BrC1=CC(=C(O[C@H](C(=O)O)C)C=C1)C1=NOC(=C1)C (2S)-2-[4-bromo-2-(5-methyl-1,2-oxazol-3-yl)phenoxy]propanoic acid